N-(2-(2-(2-aminoethoxy)ethoxy)ethyl)-6-(trifluoromethoxy)benzo[d]thiazol-2-amine NCCOCCOCCNC=1SC2=C(N1)C=CC(=C2)OC(F)(F)F